OC(C(=O)N1[C@@H]([C@@H]2[C@H](C1)CCC2)C(=O)N[C@@H](C[C@H]2C(NCC2)=O)C(COC(F)(F)F)=O)CC(C)(C)C (1S,3aR,6aS)-2-(2-hydroxy-4,4-dimethylpentanoyl)-N-((S)-3-oxo-1-((S)-2-oxopyrrolidin-3-yl)-4-(trifluoromethoxy)butan-2-yl)octahydrocyclopenta[c]pyrrole-1-carboxamide